1-phenyl-1H-[1,2,4]triazole-3-carboxylic acid [1-(3-methylpyrrolo[1,2-a]pyrazin-1-yl)-pyrrolidin-3-yl]-amide CC=1N=C(C=2N(C1)C=CC2)N2CC(CC2)NC(=O)C2=NN(C=N2)C2=CC=CC=C2